3a-Benzyl-2-(oxetane-3-yl)-4H,5H,6H,7H-pyrazolo[4,3-c]pyridin-3-one C(C1=CC=CC=C1)C12CNCCC1=NN(C2=O)C2COC2